1,3-dihydroxy-2-imidazolidinone ON1C(N(CC1)O)=O